(2S)-5-(4-tert-butoxycarbonylpiperazin-1-yl)-3,3-dimethyl-2-(phenoxycarbonylamino)pentanoic acid C(C)(C)(C)OC(=O)N1CCN(CC1)CCC([C@@H](C(=O)O)NC(=O)OC1=CC=CC=C1)(C)C